4-[6,7-dichloro-9-[(2,2-difluoroacetyl)amino]-10-(1H-pyrazol-4-yl)-3,4-dihydro-1H-pyrazino[1,2-a]indol-2-yl]-N,N-dimethyl-4-oxo-butanamide ClC1=C(C=C(C=2C(=C3N(C12)CCN(C3)C(CCC(=O)N(C)C)=O)C=3C=NNC3)NC(C(F)F)=O)Cl